(S)-3-(3-(3-(1H-pyrrolo[2,3-b]pyridin-3-yl)-1H-pyrazol-1-yl)phenyl)-3-hydroxy-1-methylpyrrolidin-2-one N1C=C(C=2C1=NC=CC2)C2=NN(C=C2)C=2C=C(C=CC2)[C@@]2(C(N(CC2)C)=O)O